4-Methyl-2-[[3-[[7-(5-methyl-1,2,4-oxadiazol-3-yl)-1-isoquinolinyl]amino]-azetidine-1-carbonyl]amino]thiazole-5-carboxylic acid tert-butyl ester C(C)(C)(C)OC(=O)C1=C(N=C(S1)NC(=O)N1CC(C1)NC1=NC=CC2=CC=C(C=C12)C1=NOC(=N1)C)C